(S)-N-(sec-butyl)-1-((6-((2-methoxy-4-propylbenzyl)oxy)-1-methyl-3,4-dihydronaphthalen-2-yl)methyl)azetidine-3-carboxamide [C@H](C)(CC)NC(=O)C1CN(C1)CC1=C(C2=CC=C(C=C2CC1)OCC1=C(C=C(C=C1)CCC)OC)C